(S)-4-(7-fluoro-imidazo[1,2-a]pyridin-3-yl)-7-((5-(6-(2-hydroxypropan-2-yl)-1,4-oxazepan-4-yl)pyridin-2-yl)amino)isoindolin-1-one FC1=CC=2N(C=C1)C(=CN2)C2=C1CNC(C1=C(C=C2)NC2=NC=C(C=C2)N2CCOC[C@H](C2)C(C)(C)O)=O